CC(=O)C1=CC(=CC(=C1)OCC2=CC=CC=C2)OCC3=CC=CC=C3 3,5-Dibenzyloxyacetophenone